C[C@]12CCC3=C([C@@H]1C[C@H]4[C@@]5([C@@]26[C@@H](O6)[C@H]7[C@@]([C@H]5O)(O7)C(C)(C)O)O4)COC3=O The molecule is a tetracyclic diterpenoid that is isolated from Tripterygium wilfordii and exhibits anti-inflammatory properties. It has a role as a plant metabolite. It is an epoxide, a gamma-lactone, a secondary alcohol and a tetracyclic diterpenoid.